C(#N)[C@@]1(N(CC1)C(=O)C1=CC(=C2N1CCC1=CC(=C(C=C21)B(O)O)OC)C=2SC=CC2)C (R)-(3-(2-cyano-2-methylazetidine-1-carbonyl)-8-methoxy-1-(thiophen-2-yl)-5,6-dihydropyrrolo[2,1-a]isoquinolin-9-yl)boronic acid